2-(4-(6-(1-methyl-1H-pyrazol-4-yl)pyrazolo[1,5-a]pyrazin-4-yl)-1H-pyrazol-1-yl)butyric acid CN1N=CC(=C1)C=1N=C(C=2N(C1)N=CC2)C=2C=NN(C2)C(C(=O)O)CC